COC(=O)C1(COC2=C1C=CC(=C2)OC)CO 3-(hydroxymethyl)-6-methoxy-2,3-dihydro-1-benzofuran-3-carboxylic acid methyl ester